4-bromo-6-iodo-3-phenylisoquinolin-1(2H)-one BrC1=C(NC(C2=CC=C(C=C12)I)=O)C1=CC=CC=C1